4-butyl-N-(2,6-dioxo-3-piperidyl)-cyclohexanecarboxamide C(CCC)C1CCC(CC1)C(=O)NC1C(NC(CC1)=O)=O